(+/-)-trans-3-((2-(5-fluoro-1H-pyrrolo[2,3-b]pyridin-3-yl)-6-(4-fluorophenyl)pyrimidin-4-yl)amino)bicyclo[2.2.2]octane-2-carboxylic acid FC=1C=C2C(=NC1)NC=C2C2=NC(=CC(=N2)NC2C(C1CCC2CC1)C(=O)O)C1=CC=C(C=C1)F